FC=1C=C(C=C(C1)C(=O)N1[C@@H](CCC1)C)C=1C(=C(C=C(C1)C)S(=O)(=O)N)C [3-fluoro-5-[(2R)-2-methylpyrrolidine-1-carbonyl]phenyl]-2,5-dimethyl-benzenesulfonamide